ClC=1C=C(C=CC1)N1CCN(CC1)CC[C@H]1NC(C2(C1)CCN(CC2)S(=O)(=O)C)=O (S)-3-(2-(4-(3-chlorophenyl)piperazin-1-yl)ethyl)-8-(methylsulfonyl)-2,8-diazaspiro[4.5]decan-1-one